2-amino-5-(4-((1S,5R)-3-(2-fluoroethyl)-3-azabicyclo[3.1.0]hex-1-yl)phenyl)-N-((1R,4S)-4-hydroxycyclohexyl)nicotinamide NC1=C(C(=O)NC2CCC(CC2)O)C=C(C=N1)C1=CC=C(C=C1)[C@]12CN(C[C@@H]2C1)CCF